aminoethyl-heptadecenyl-imidazoline NCCC=1N(CCN1)C=CCCCCCCCCCCCCCCC